CC(CC1=NN=C(O1)C1=CC=C(C=C1)C1CN(C1)C(=O)OC(C)(C)C)(C)C tert-Butyl 3-[4-[5-(2,2-dimethylpropyl)-1,3,4-oxadiazol-2-yl]phenyl]azetidine-1-carboxylate